N-[3-chloro-4-[4-(methanesulfonamido)piperidine-1-carbonyl]phenyl]-5-(2,3-difluoro-4-methoxy-phenyl)-1-methyl-imidazole-2-carboxamide ClC=1C=C(C=CC1C(=O)N1CCC(CC1)NS(=O)(=O)C)NC(=O)C=1N(C(=CN1)C1=C(C(=C(C=C1)OC)F)F)C